5-((1-(4-(3-((S)-2-Methylazetidin-1-yl)pyrrolidin-1-yl)phenyl)-1H-imidazol-4-yl)amino)pyrazine-2-carbonitrile C[C@@H]1N(CC1)C1CN(CC1)C1=CC=C(C=C1)N1C=NC(=C1)NC=1N=CC(=NC1)C#N